2-chloro-5-methoxy-4-((4-(1-methyl-4-(trifluoromethyl)-1H-imidazol-2-yl)benzyl)oxy)pyridine ClC1=NC=C(C(=C1)OCC1=CC=C(C=C1)C=1N(C=C(N1)C(F)(F)F)C)OC